NC1=C(C(=NC(=C1F)Cl)OC)C(=O)OC methyl 4-amino-6-chloro-5-fluoro-2-methoxypyridine-3-carboxylate